C(C)(C)(C)OC(=O)NC1CCC(CC1)N(C(OC(C)(C)C)=O)CC(C1=CC=CC=C1)C1=CC(=C(C=C1)Cl)C1=C(C(=NC=C1C#N)OCCOC1OCCCC1)F tert-Butyl ((1r,4r)-4-((tert-butoxycarbonyl)amino)cyclohexyl)(2-(4-chloro-3-(5-cyano-3-fluoro-2-(2-((tetrahydro-2H-pyran-2-yl)oxy)ethoxy)pyridin-4-yl)phenyl)-2-phenylethyl)carbamate